N-(2-amino-2-oxoethyl)acrylamide tert-butyl-2-(5-(6-ethoxy-1H-pyrazolo[3',4':3,4]pyrazolo[1,5-a]pyridin-4-yl)pyridin-2-yl)-2,8-diazaspiro[4.5]decane-8-carboxylate C(C)(C)(C)OC(=O)N1CCC2(CCN(C2)C2=NC=C(C=C2)C=2C=3N(C=C(C2)OCC)N=C2C3C=NN2)CC1.NC(CNC(C=C)=O)=O